C(C)C(CO)(C(CC)O)CC 2,2-diethyl-1,3-pentanediol